2-((4-(2,7-diazaspiro[3.5]nonan-2-yl)pyrimidin-5-yl)oxy)-5-fluoro-N,N-diisopropylbenzamide hydrochloride Cl.C1N(CC12CCNCC2)C2=NC=NC=C2OC2=C(C(=O)N(C(C)C)C(C)C)C=C(C=C2)F